tert-butyl (S)-(1-cycloheptyl-2-oxo-2-((5-(4,4,5,5-tetramethyl-1,3,2-dioxaborolan-2-yl)pyridin-2-yl)amino)ethyl)carbamate C1(CCCCCC1)[C@@H](C(NC1=NC=C(C=C1)B1OC(C(O1)(C)C)(C)C)=O)NC(OC(C)(C)C)=O